FC1=C(C2=C(NC(=N2)CN2C(C(=CC=C2)NC([C@H](CC\C=C\C(=O)N(C)C)NC(OC)=O)=O)=O)C=C1F)CCC(F)(F)F methyl (S,E)-(1-((1-((5,6-difluoro-4-(3,3,3-trifluoropropyl)-1H-benzo[d]imidazol-2-yl)methyl)-2-oxo-1,2-dihydropyridin-3-yl)amino)-7-(dimethylamino)-1,7-dioxohept-5-en-2-yl)carbamate